C(C=C)(=O)N1[C@H](CN(CC1)C1=NC=CN=C1NC1=CC=C(C=C1)C(F)(F)F)CC#N (S)-2-(1-propenoyl-4-(3-((4-(trifluoromethyl)phenyl)amino)pyrazin-2-yl)piperazin-2-yl)acetonitrile